4-{[3-(8-{[(3S,4R)-3-fluoro-1-methylpiperidin-4-yl]amino}-3-[(trifluoromethyl)sulfanyl]imidazo[1,2-a]pyridin-2-yl)prop-2-yn-1-yl]amino}-3-(2-methoxyethoxy)-N-methylbenzamide F[C@H]1CN(CC[C@H]1NC=1C=2N(C=CC1)C(=C(N2)C#CCNC2=C(C=C(C(=O)NC)C=C2)OCCOC)SC(F)(F)F)C